C1CC12NCCC(=C2)C=2N=C1C=CC(=NC1=CC2)C2=CC1=CN(N=C1C=C2O)C 5-(6-{4-azaspiro[2.5]oct-7-en-7-yl}-1,5-naphthyridin-2-yl)-2-methylindazol-6-ol